6-(3-(piperazin-1-ylmethyl)phenyl)indolin-2-one (S)-quinuclidin-3-yl-(5-(2,5-difluorophenyl)-2,2-dimethyl-2,3-dihydro-1H-inden-1-yl)carbamate N12CC(C(CC1)CC2)N(C(O)=O)[C@H]2C(CC1=CC(=CC=C21)C2=C(C=CC(=C2)F)F)(C)C.N2(CCNCC2)CC=2C=C(C=CC2)C2=CC=C1CC(NC1=C2)=O